N-(1-((3-chloro-4-fluorophenyl)amino)-6-methoxyisoquinolin-7-yl)-N-methyl-4-(piperidin-1-yl)butanamide ClC=1C=C(C=CC1F)NC1=NC=CC2=CC(=C(C=C12)N(C(CCCN1CCCCC1)=O)C)OC